C1=CC=CC=2C3=CC=CC=C3C(C12)COC(=O)N(CC(NCCOCCOCCOCCC(=O)OC(C)(C)C)=O)CC(NCCOCCOCCOCCC(=O)OC)=O 1-(tert-butyl) 31-methyl 16-(((9H-fluoren-9-yl)methoxy)carbonyl)-14,18-dioxo-4,7,10,22,25,28-hexaoxa-13,16,19-triazahentriacontanedioate